C(C)(C)(C)OC(=O)N1C(CCC1)C#CC=1C(=NC(=NC1)N)NC1=CC(=C(C=C1)OC1=CC2=C(N(C=N2)C)C=C1)C ((2-amino-4-((3-methyl-4-((1-methyl-1H-benzimidazol-5-yl)oxy)phenyl)amino)pyrimidin-5-yl)ethynyl)pyrrolidine-1-carboxylic acid tert-butyl ester